7-fluoro-4H-benzo[e][1,2,4]thiadiazine 1,1-dioxide FC1=CC2=C(NC=NS2(=O)=O)C=C1